2,7-dihydroxy-4-methyl-6(5H)-phenanthridinone hydrochloride Cl.OC1=CC=2C3=CC=CC(=C3C(NC2C(=C1)C)=O)O